3'-Isopropyl-2-(3-methylbut-2-enoyl)-1'-phenyl-2H-spiro[phthalazine-1,4'-pyrazol]-5'(1'H)-one C(C)(C)C1=NN(C(C12N(N=CC1=CC=CC=C12)C(C=C(C)C)=O)=O)C1=CC=CC=C1